N,N-Dimethyl-formamide dimethyl acetal COC(N(C)C)OC